4-((3-(2-methoxy-5-(trifluoromethyl)phenyl)isoxazole-5-yl)methyl)-1-methylpiperazine-2-on COC1=C(C=C(C=C1)C(F)(F)F)C1=NOC(=C1)CN1CC(N(CC1)C)=O